CN1C2=C(OCC1)C=CC=C2 4-methyl-3,4-dihydro-2H-benzo[b][1,4]oxazin